FC1=CC=C(OC2CCN(CC2)S(=O)(=O)N2[C@H]([C@@H]3CC[C@H](C2)N3C(=O)OCCOC)C(NO)=O)C=C1 2-methoxyethyl (1S,2R,5R)-3-((4-(4-fluorophenoxy)piperidin-1-yl)sulfonyl)-2-(hydroxycarbamoyl)-3,8-diazabicyclo[3.2.1]octane-8-carboxylate